(S)-5-bromo-N1-(1-methoxypropan-2-yl)benzene-1,2-diamine BrC1=CC=C(C(=C1)N[C@H](COC)C)N